O[C@@H]1CC[C@@]2([C@H]3CC[C@@]4([C@H](CC[C@H]4[C@@H]3CCC2C1)C(CCC(=O)OC(CCC(C)[C@H]1CC[C@H]2[C@@H]3CCC4C[C@@H](CC[C@@]4([C@H]3CC[C@]12C)C)O)=O)C)C)C 4-((3R,8R,9S,10S,13R,14S,17R)-3-hydroxy-10,13-dimethylhexadecahydro-1H-cyclopenta[a]phenanthren-17-yl)pentanoic anhydride